CC(=CCC1=C(C=CC(=C1O)C(=O)/C=C/C2=CC=C(C=C2)O)O)C The molecule is a member of the class of chalcones that is trans-chalcone substituted by hydroxy groups at positions 4, 2' and 4' and a prenyl group at position 3'. It has a role as an antibacterial agent, a platelet aggregation inhibitor and a metabolite. It is a polyphenol and a member of chalcones. It derives from a trans-chalcone.